3-(1-(1-((5-(2-(Hydroxymethyl)phenyl)pyridin-2-yl)methyl)-1H-indole-7-carboxamido)cyclopropyl)bicyclo[1.1.1]pentane-1-carboxylic acid OCC1=C(C=CC=C1)C=1C=CC(=NC1)CN1C=CC2=CC=CC(=C12)C(=O)NC1(CC1)C12CC(C1)(C2)C(=O)O